BrC=1C(=C(C=CC1)NC(=O)C1=NN2C([C@H](CCC2)N[S@](=O)C(C)(C)C)=C1)Cl (4S)-N-(3-bromo-2-chloro-phenyl)-4-[[(R)-tert-butylsulfinyl]amino]-4,5,6,7-tetrahydropyrazolo[1,5-a]pyridine-2-carboxamide